COC(=O)C1=NN(C2=CC=C(C=C12)Br)C1CN(CC1)C(=O)OC(C)(C)C 5-bromo-1-(1-(tert-butoxycarbonyl)pyrrolidin-3-yl)-1H-indazole-3-carboxylic acid methyl ester